CN(C)C(=[N+]1N=[N+](C2=NC=CC=C21)[O-])N(C)C 1-[bis(dimethylamino)-methylene]-1H-1,2,3-triazolo[4,5-b]pyridinium 3-oxide